O=C1N(C(C=C1)=O)CCN(C(COCC(=O)O)=O)CCN1C(C=CC1=O)=O 2-(2-(bis(2-(2,5-dioxo-2,5-dihydro-1H-pyrrol-1-yl)ethyl)amino)-2-oxoethoxy)acetic acid